FC1=CC=C(C=C1)S(=O)(=O)\C=C\C1=CC=CC=C1 (E)-1-fluoro-4-(styrenesulfonyl)benzene